ethyl 3-(7-(aminomethyl)-1,6-naphthyridin-2-yl)cyclohex-2-ene-1-carboxylate NCC1=NC=C2C=CC(=NC2=C1)C1=CC(CCC1)C(=O)OCC